C(C)N(C\C=C/C1=C(C=CC(=C1)F)S(=O)(=O)NC1=CC=C2[C@@H]3[C@H](COC2=C1C(=O)O)C3)CC |r| (1aRS,7bSR)-5-[2-((Z)-3-diethylaminoprop-1-enyl)-4-fluorobenzenesulfonylamino]-1,1a,2,7b-tetrahydrocyclopropa[c]chromene-4-carboxylic acid